FC1(OC2=C(O1)C=CC=C2)F 2,2-difluoro-benzo[1,3]dioxol